N,N'-di(1-naphthyl)-N,N'-diphenyl-2,2'-dimethyl-(1,1'-biphenyl)-4,4'-diamine C1(=CC=CC2=CC=CC=C12)N(C1=CC(=C(C=C1)C1=C(C=C(C=C1)N(C1=CC=CC=C1)C1=CC=CC2=CC=CC=C12)C)C)C1=CC=CC=C1